ClC=1C(=NC=CC1C1=C(C(=CC=C1)C1=CC=C2C(=N1)N(C=C2CNC2CCOCC2)C)Cl)C2=CC(=C(CN1CC3(C1)CNC(C3)=O)C=C2)OC 2-(4-(3-Chloro-4-(2-chloro-3-(1-methyl-3-(((tetrahydro-2H-pyran-4-yl)amino)methyl)-1H-pyrrolo[2,3-b]pyridin-6-yl)phenyl)pyridin-2-yl)-2-methoxybenzyl)-2,6-diazaspiro[3.4]octan-7-one